(4-acryloyl-cis-3,5-dimethylpiperazin-1-yl)-6,7-dichloro-1-(4,6-diisopropylpyrimidin-5-yl)pyrido[2,3-d]pyrimidin-2(1H)-one C(C=C)(=O)N1[C@@H](CN(C[C@@H]1C)C=1C2=C(N(C(N1)=O)C=1C(=NC=NC1C(C)C)C(C)C)N=C(C(=C2)Cl)Cl)C